C(C)SC1SCCN1 ethyl-thiothiazolidine